C(C)(C)(C)OC(=O)C1=CC=C(C=C1)C12CC(C1)(C2)C(=O)OC.C(=C)[Si](O[Si](C2=CC=CC=C2)(C=C)C)(C2=CC=CC=C2)C 1,3-divinyl-1,3-diphenyl dimethyl disiloxane methyl 3-(4-(tert-butoxycarbonyl)phenyl)bicyclo[1.1.1]pentane-1-carboxylate